ethyl 2-(5-(2,2-difluoroethyl)pyrimidin-2-yl)-2-methylpropanoate FC(CC=1C=NC(=NC1)C(C(=O)OCC)(C)C)F